racemic-propyl-hexyl-lactamide C(CC)C[C@@](C(=O)N)(O)CCCCCC |r|